COC1=C(C=CC(=C1)[N+](=O)[O-])S(=O)(=O)N[C@@H]([C@H](C)C1=CC=CC=2CCCCC12)C=1OC(NN1)=O 2-methoxy-4-nitro-N-((1S,2R)-1-(5-oxo-4,5-dihydro-1,3,4-oxadiazol-2-yl)-2-(5,6,7,8-tetrahydronaphthalen-1-yl)propyl)benzenesulfonamide